2,4-difluoro-3-iodo-1,5-dimethoxy-benzene FC1=C(C=C(C(=C1I)F)OC)OC